1-(1-(2-fluoroacryloyl)azetidin-3-yl)-6-methyl-3-(4-(trifluoro-methyl)phenyl)-1,6-dihydro-7H-pyrazolo[3,4-c]pyridin-7-one FC(C(=O)N1CC(C1)N1N=C(C2=C1C(N(C=C2)C)=O)C2=CC=C(C=C2)C(F)(F)F)=C